C(CCC)OC(=O)C1NS(C2=C1C=CC=C2)(=O)=O 2,3-dihydrobenzo[d]isothiazole-3-carboxylic acid butyl ester 1,1-dioxide